ClC1=C(C=C2C=C(N=CC2=C1)NC(=O)C1=NN(C=C1)C1CC1)C1CCN(CC1)C1(COCC1O)C N-(7-chloro-6-(1-(4-hydroxy-3-methyltetrahydrofuran-3-yl)piperidin-4-yl)isoquinolin-3-yl)-1-cyclopropyl-1H-pyrazole-3-carboxamide